N-(adamantan-2-yl)-4-(2-methyl-6-fluoro-pyridin-3-yl)-1H-pyrrole-2-carboxamide C12C(C3CC(CC(C1)C3)C2)NC(=O)C=2NC=C(C2)C=2C(=NC(=CC2)F)C